11-azidoundecyltrimethoxysilane N(=[N+]=[N-])CCCCCCCCCCC[Si](OC)(OC)OC